(5-chloro-6-(2H-1,2,3-triazol-2-yl)pyridin-3-yl)-5-cyano-3,4-dihydroquinoline-1(2H)-carboxamide ClC=1C=C(C=NC1N1N=CC=N1)C1N(C2=CC=CC(=C2CC1)C#N)C(=O)N